4-(3-Chloro-2-fluoro-6-methoxyphenyl)-N-(5-ethoxy-1,3,4-thiadiazol-2-yl)-6-methylnicotinamide ClC=1C(=C(C(=CC1)OC)C1=CC(=NC=C1C(=O)NC=1SC(=NN1)OCC)C)F